FC(C=1N=C(C2=C(N1)N=CC(=C2)OC)S)F 2-(difluoromethyl)-6-methoxypyrido[2,3-d]pyrimidine-4-thiol